5,6-dibromohexyl 4-methoxybenzoate COC1=CC=C(C(=O)OCCCCC(CBr)Br)C=C1